S1C2=C(C=C1C(=O)N1CCN(CC1)CC1=CC=C(C(=O)NO)C=C1)C=CC=C2 4-((4-(benzo[b]thiophene-2-carbonyl)piperazin-1-yl)methyl)-N-hydroxybenzoamide